Cl.Cl.CC1=NC=C(C=N1)NC=1C=C(C(=NC1)C=1N=NC(=CC1)N1C[C@H](NCC1)C(C)C)O 5-[(2-methylpyrimidin-5-yl)amino]-2-{6-[(3R)-3-(propan-2-yl)piperazin-1-yl]pyridazin-3-yl}pyridin-3-ol dihydrochloride